Cl.ClC1=C(C=CC=C1C1=NN=C(O1)C1=CC=C(CNCCC(=O)O)C=C1)C1=CC=CC=C1 3-((4-(5-(2-Chloro-[1,1'-biphenyl]-3-yl)-1,3,4-oxadiazol-2-yl)benzyl)amino)propionic acid hydrochloride